COC1=C(C=C2CCN3[C@@H](C2=C1)C[C@@H]([C@@H](C3)CC(C)(C)C)O)O (2S,3R,11bR)-10-methoxy-3-neopentyl-1,3,4,6,7,11b-hexahydro-2H-pyrido[2,1-a]isoquinoline-2,9-diol